(R)-tert-butyl 4-(2-(3-(2-(methoxymethoxy)phenyl)-5-methyl-7,8-dihydro-5H-pyrido[3',4':4,5]pyrrolo[2,3-c]pyridazin-6(9H)-yl)pyrimidin-4-yl)piperazine-1-carboxylate COCOC1=C(C=CC=C1)C1=CC2=C(N=N1)NC1=C2[C@H](N(CC1)C1=NC=CC(=N1)N1CCN(CC1)C(=O)OC(C)(C)C)C